(R)-1'-(3-(2-methylpyridin-3-yl)-1H-pyrazolo[3,4-b]pyrazin-6-yl)-3,4-dihydro-1H-spiro[naphthalene-2,4'-piperidin]-3-amine CC1=NC=CC=C1C1=NNC2=NC(=CN=C21)N2CCC1(CC2)CC2=CC=CC=C2C[C@H]1N